CN(C1CCN(CC1)C1=C(C=C(C=C1)NC=1N=C(C2=C(N1)SC=C2C)NC2=NN(C(=C2)C(C)(C)O)C)OC)C 2-(3-((2-((4-(4-(dimethylamino)piperidin-1-yl)-3-methoxyphenyl)amino)-5-methylthieno[2,3-d]pyrimidin-4-yl)amino)-1-methyl-1H-pyrazol-5-yl)propan-2-ol